(R)-1-(4-cyclobutyl-3-(3,3-difluorocyclobutyl)-1-methyl-1H-pyrazol-5-yl)-3-(1-cyclopropylethyl)urea C1(CCC1)C=1C(=NN(C1NC(=O)N[C@H](C)C1CC1)C)C1CC(C1)(F)F